2-(((3-bromophenyl)(3,5-bis-tert-butyl-4-hydroxyphenyl)(phenyl)methyl)thio)acetaldehyde-13C BrC=1C=C(C=CC1)C(SC[13CH]=O)(C1=CC=CC=C1)C1=CC(=C(C(=C1)C(C)(C)C)O)C(C)(C)C